[N].[N].[N].[N].[Mn] manganese tetranitrogen